3-[[1-methyl-4-(1-methylimidazole-2-amido)imidazol-2-yl]formamido]propanoic acid CN1C(=NC(=C1)NC(=O)C=1N(C=CN1)C)C(=O)NCCC(=O)O